The molecule is a methylindole that is 2-methyl-1H-indol-4-ol in which the hydrogen of the hydroxy group is replaced by a 2-(benzoyloxy)-3-(tert-butylamino)propyl group. It is a methylindole, a secondary amino compound, an aromatic ether and a benzoate ester. CC1=CC2=C(N1)C=CC=C2OCC(CNC(C)(C)C)OC(=O)C3=CC=CC=C3